ClC=1C=C2C(=C(C=NC2=CC1)C(=O)N1CCN(CC1)S(=O)(=O)C)C1=CC=C(C=C1)C1(CC1)C#N (4-(6-chloro-3-(4-(methylsulfonyl)piperazine-1-carbonyl)quinolin-4-yl)phenyl)cyclopropane-1-carbonitrile